O=C1NC=CC(=C1)C=1N=C(SC1)N(C(=O)N)C1=CC(=CC=C1)C(F)(F)F 1-[4-(2-oxo-1H-pyridin-4-yl)thiazol-2-yl]-1-[3-(trifluoromethyl)phenyl]Urea